2-hydroxy-2,4-pentadienoic acid OC(C(=O)O)=CC=C